dl-para-methoxycinnamic acid COC1=CC=C(C=CC(=O)O)C=C1